6-(methoxycarbonyl)isoquinoline 2-oxide COC(=O)C=1C=C2C=C[N+](=CC2=CC1)[O-]